2-((3,5-difluoro-4-((2-methylpyrid-4-yl)oxy)benzyl)oxy)-6,7,9,10-tetra-hydro-4H,8H-7a,9-methanopyrimido[1,6-a]pyrrolo[1,2-c]pyrimidine-4-one FC=1C=C(COC2=NC(N3C(N4C5(CC3)CC(C4)C5)=C2)=O)C=C(C1OC1=CC(=NC=C1)C)F